3-(1-(tert-butoxycarbonyl)-7-chloro-1H-pyrrolo[3,2-c]pyridin-4-yl)-2-(2,6-diethylphenyl)-2,4,6,7-tetrahydro-5H-pyrazolo[4,3-c]pyridine-5-carboxylic acid tert-butyl ester C(C)(C)(C)OC(=O)N1CC=2C(CC1)=NN(C2C2=NC=C(C1=C2C=CN1C(=O)OC(C)(C)C)Cl)C1=C(C=CC=C1CC)CC